P(=O)([O-])([O-])[O-].[Ir-3](F)(F)(F)(F)(F)F iridium (III) hexafluoride phosphate